6-tert-butyl-8-methyl-2-(3-methylbenzofuran-2-yl)quinazoline-4-carboxamide C(C)(C)(C)C=1C=C2C(=NC(=NC2=C(C1)C)C=1OC2=C(C1C)C=CC=C2)C(=O)N